FC=1C=C2[C@@H]([C@H]([C@@H](N(C2=CC1)C(C)=O)C)C)NC1=NC=CC=N1 1-((2S,3R,4R)-6-fluoro-2,3-dimethyl-4-(pyrimidin-2-ylamino)-3,4-dihydroquinolin-1(2H)-yl)ethanone